FC(OC1=C(COC2=C(SC=C2)C(=O)NC=2C=NC=CC2)C=CC=C1)F 3-(2-difluoromethoxybenzyl-oxy)-N-(pyridin-3-yl)thiophene-2-carboxamide